(2S)-2-(tert-butoxy)-2-(7-(4-chlorophenyl)-2-(3-(1-ethylpyrrolidin-3-yl)-1-methyl-1H-indazol-5-yl)-5-methylbenzo[d]thiazol-6-yl)acetic acid C(C)(C)(C)O[C@H](C(=O)O)C1=C(C2=C(N=C(S2)C=2C=C3C(=NN(C3=CC2)C)C2CN(CC2)CC)C=C1C)C1=CC=C(C=C1)Cl